C(C1=CC=CC=C1)OC(=O)N1[C@@H](CCC1)C(NN(C(CF)=O)CC(=O)N)=O (2S)-2-[[(2-amino-2-oxo-ethyl)-(2-fluoroacetyl)amino]carbamoyl]pyrrolidine-1-carboxylic acid benzyl ester